5-(2-Chloro-pyrimidin-4-yl)-4-isopropyl-thiazol-2-ylamine ClC1=NC=CC(=N1)C1=C(N=C(S1)N)C(C)C